tert-butyl (S)-2-(4-cyclopropylphenyl)-2,3,4,5a,6,7,8,9-octahydro-5H-1,2,5,7-tetraazabenzo[cd]azulene-5-carboxylate C1(CC1)C1=CC=C(C=C1)N1N=C2CCNC[C@@H]3C2=C1CCN3C(=O)OC(C)(C)C